ClC=1C2=C(N=CN1)N(C=C2C)[C@H]2C=C[C@H](C2)OC=2C=CC(=C1CCN(CC21)C(=O)OC(C)(C)C)F tert-butyl 8-(((1S,4R)-4-(4-chloro-5-methyl-7H-pyrrolo[2,3-d]pyrimidin-7-yl) cyclopent-2-en-1-yl) oxy)-5-fluoro-3,4-dihydroisoquinoline-2(1H)-carboxylate